[N+](=O)([O-])C=1C=C2C(N(C(=NC2=CC1)[C@@H]1NCCC1)C=1C=C(C=CC1)C)=O (R)-6-nitro-2-(pyrrolidin-2-yl)-3-(m-tolyl)quinazolin-4(3H)-one